C(=C)N1C=[N+](C=C1)CCO 1-vinyl-3-hydroxyethyl-imidazolium